ClC1=C(C=CC=C1)NC(NC=1C=NN(C1)C=1C=C(SC1)C(=O)NC[C@H]1N(CCC1)C)=O (S)-4-(4-(3-(2-chlorophenyl)ureido)-1H-pyrazol-1-yl)-N-((1-methylpyrrolidin-2-yl)methyl)thiophene-2-carboxamide